N1=CC=C2N1C=CC(=N2)N2CCN(CC2)C(=O)O[C@@H]2CN(C(C2)=O)C [(3S)-1-methyl-5-oxo-pyrrolidin-3-yl] 4-pyrazolo[1,5-a]pyrimidin-5-ylpiperazine-1-carboxylate